4-(4-(6-(benzylamino)spiro[3.3]heptan-2-yl)-3-oxobutyl)benzamide C(C1=CC=CC=C1)NC1CC2(CC(C2)CC(CCC2=CC=C(C(=O)N)C=C2)=O)C1